C(C)(=O)C1=CN=C(N=N1)N[C@@H]1C[C@H](CC1)NC1=CC=C(C=N1)N1C(C=CC=C1)=O 6'-(((1S,3S)-3-((6-Acetyl-1,2,4-triazin-3-yl)amino)cyclopentyl)amino)-2H-[1,3'-bipyridin]-2-one